13-iodo-1-phenyl-2,5,8,11-tetraoxatridecane ICCOCCOCCOCCOCC1=CC=CC=C1